C(#C)[C@]1([C@H]([C@H]([C@@H](O1)N1C(=O)N=C(N)C=C1)O)O)CO 4'-ethynyl-cytidine